(R)-2,2,4-Trimethyl-1-(pyrrolidin-3-yl)piperazine CC1(N(CCN(C1)C)[C@H]1CNCC1)C